N1C=NC2=C1C=C(C(=C2)C#N)C#N 1H-benzo[d]imidazole-5,6-dinitrile